BrC1=C2N(N=C1)CCC2 3-bromo-4H,5H,6H-pyrrolo[1,2-b]pyrazole